N=1C=CC=2C1CC=NC2C=2C=NN(C2)[C@H](CC)C2CCCC2 (R)-3-(4-(7h-pyrrolo[2,3-d]pyridin-4-yl)-1h-pyrazol-1-yl)-3-cyclopentylpropane